2-chloro-4-hydrazino-5-((2-methylpyridin-3-yl)methoxy)pyrimidine 1-(diethylamino)-3-(3-((2-ethylhexyl)oxy)-5-pentadecylphenoxy)propan-2-yl-pentanoate C(C)N(CC(COC1=CC(=CC(=C1)CCCCCCCCCCCCCCC)OCC(CCCC)CC)OC(CCCC)=O)CC.ClC1=NC=C(C(=N1)NN)OCC=1C(=NC=CC1)C